CC1=C(OC2=C(C=C(C=C2)C(C)(C)O)C=2C3=C(C(N(C2)C)=C=O)N(C(=C3)C(=O)NCC)S(=O)(=O)CC3=CC=CC=C3)C(=CC(=C1)S(=O)(=N)C)C 4-(2-(2,6-dimethyl-4-(S-methylsulfonimidoyl)phenoxy)-5-(2-hydroxypropan-2-yl)phenyl)-N-ethyl-6-methyl-7-carbonyl-1-toluenesulfonyl-6,7-dihydro-1H-pyrrolo[2,3-c]pyridine-2-carboxamide